4-{5-[2-(2-methylpropyl)pyrrolidin-1-yl]-[1,2,4]triazolo[1,5-a]pyrimidin-7-yl}benzonitrile CC(CC1N(CCC1)C1=NC=2N(C(=C1)C1=CC=C(C#N)C=C1)N=CN2)C